COC(=O)[C@@H]1CC2=C(NC3=CC=C(C=C23)OCC#C)[C@H](N1C(C=C)=O)C1=CC2=C(OCO2)C=C1.C(C)(C)(C)P(C1=CC(=CC(=C1)C(C)(C)C)C(C)(C)C)C(C)(C)C di(tert-butyl)(3,5-di(tert-butyl)phenyl)phosphine methyl-(1R,3S)-2-acryloyl-1-(benzo[d][1,3]dioxol-5-yl)-6-(prop-2-yn-1-yloxy)-2,3,4,9-tetra-hydro-1H-pyrido[3,4-b]indole-3-carboxylate